C(#N)C=1C=C(C=CC1)C=1N=C(SC1C1=CC(=NC(=C1)C)C)NC(=O)N1C[C@H](NCC1)C (3R)-N-[4-(3-Cyanophenyl)-5-(2,6-dimethyl-4-pyridyl)thiazol-2-yl]-3-methyl-piperazin-1-carboxamid